ClC1=C(C=C(C=C1)[C@@H](NC(=O)[C@@H]1CNC(O1)=O)C1=CC=C(C=C1)Cl)C(F)(F)F (S)-N-((S)-(4-chloro-3-(trifluoromethyl)phenyl)(4-chlorophenyl)methyl)-2-oxooxazolidine-5-carboxamide